(+)-2-(4-chlorobenzoyl)-3-fluoro-5-(1-hydroxy-1-(pyridin-2-yl)ethyl)benzoic acid ClC1=CC=C(C(=O)C2=C(C(=O)O)C=C(C=C2F)C(C)(C2=NC=CC=C2)O)C=C1